glutaminic anhydride N[C@@H](CCC(N)=O)C(=O)OC([C@@H](N)CCC(N)=O)=O